N1[C@@H](CN[C@@H](CN[C@@H](CN[C@@H](C1)[C@@H](C)O)[C@@H](C)O)[C@@H](C)O)[C@@H](C)O (1R,1'R,1''R,1'''R)-1,1',1'',1'''-((2S,5S,8S,11S)-1,4,7,10-tetraazacyclododecane-2,5,8,11-tetrayl)tetraethanol